C(C)(=O)C1C(CCCC1=O)=O 2-acetyl-1,3-cyclohexanedione